N-(2-(4-(5-fluoropyridin-2-yl)-1,9-dioxaspiro[5.5]undecan-4-yl)ethyl)-2,3-dihydro-1H-inden-2-amine FC=1C=CC(=NC1)C1(CCOC2(C1)CCOCC2)CCNC2CC1=CC=CC=C1C2